5-((3-bromophenyl)methylsulfonylamino)thiazole-4-carboxylic acid BrC=1C=C(C=CC1)CS(=O)(=O)NC1=C(N=CS1)C(=O)O